6-(2-hydroxy-2-methylpropoxy)-4-(6-(6-((6-methoxypyridin-3-yl)methyl)-3,6-diazabicyclo(3.1.1)heptan-3-yl)pyridin-3-yl)pyrazolo(1,5-a)pyridine-3-carbonitrile OC(COC=1C=C(C=2N(C1)N=CC2C#N)C=2C=NC(=CC2)N2CC1N(C(C2)C1)CC=1C=NC(=CC1)OC)(C)C